1-(9-Ethyl-1-methyl-beta-carbolin-6-yl)-3-(p-tolyl)urea C(C)N1C2=CC=C(C=C2C=2C=CN=C(C12)C)NC(=O)NC1=CC=C(C=C1)C